4-[6-amino-5-(4-tert-butyl-benzyloxy)-pyridin-3-yl]-N-(2-morpholin-4-yl-ethyl)-benzamide NC1=C(C=C(C=N1)C1=CC=C(C(=O)NCCN2CCOCC2)C=C1)OCC1=CC=C(C=C1)C(C)(C)C